(R)-3-(isoquinolin-4-yl)-1-(5-methoxy-2-(trifluoromethyl)pyridin-4-yl)-2-oxoimidazoline-4-carbonitrile C1=NC=C(C2=CC=CC=C12)N1C(N(C[C@@H]1C#N)C1=CC(=NC=C1OC)C(F)(F)F)=O